(Z)-1-(Cyclooct-4-en-1-yl)piperidin-1-ium chloride [Cl-].C1(CC\C=C/CCC1)[NH+]1CCCCC1